ClC1=NC=C(C=N1)C(=O)N(C)C 2-chloro-N,N-dimethyl-pyrimidine-5-carboxamide